BrC1=CN=C(O1)C[C@@H](C(=O)OC(C)(C)C)N=C(C1=CC=CC=C1)C1=CC=CC=C1 tert-butyl (2S)-3-(5-bromo-1,3-oxazol-2-yl)-2-[(diphenylmethylidene)amino]propanoate